CC1=CC=C(C=N1)[C@@H](CCCO)O (R)-1-(6-methylpyridin-3-yl)butan-1,4-diol